OC=1C=C(C2=CC=CC=C2C1)NC1=NC=NC2=CC(=CC=C12)C1CN(C1)C(C=C)=O 1-(3-(4-((3-hydroxynaphthalen-1-yl)amino)quinazolin-7-yl)azetidin-1-yl)prop-2-en-1-one